N[C@H](CO)CC (s)-2-Amino-1-butanol